(E)-1-(4-ethylphenyl)-2-p-tolyldiazepine C(C)C1=CC=C(C=C1)N1N(C\C=C\C=C1)C1=CC=C(C=C1)C